(3S)-1-[5-(6-bromopyridin-2-yl)-1,3,4-oxadiazol-2-yl]pentan BrC1=CC=CC(=N1)C1=NN=C(O1)CCCCC